FC1=CC=CC(=N1)OC[C@H]1N(CCC1)C 6-fluoro-2-(((S)-1-methylpyrrolidin-2-yl)methoxy)pyridin